C1(=CC=CC=C1)P(C1=NC=CC(=C1)CCC1=CC=C(C=C1)C=C)C1=CC=CC=C1 2-diphenylphosphino-4-(4-vinyl-phenethyl)-pyridine